N-{5-[(1r,3r)-3-[4-(trifluoromethyl)phenyl]cyclobutoxy]-1H-indol-3-yl}azetidine-3-carboxamide FC(C1=CC=C(C=C1)C1CC(C1)OC=1C=C2C(=CNC2=CC1)NC(=O)C1CNC1)(F)F